N1(C=NC=C1)CC1=CC(=C2CCN(CC2=C1)C1=CC=NC2=CC(=C(C=C12)OC)OC)C=1C(=NN(C1)C)C(F)(F)F 7-((1H-imidazol-1-yl)methyl)-2-(6,7-dimethoxyquinolin-4-yl)-5-(1-methyl-3-(trifluoromethyl)-1H-pyrazol-4-yl)-3,4-dihydroisoquinolin